6,7-difluoro-5-(2,6-difluoro-3-methoxy-phenyl)-3-methyl-1,3-dihydro-1,4-benzodiazepine-2-One FC1=C(C=CC2=C1C(=NC(C(N2)=O)C)C2=C(C(=CC=C2F)OC)F)F